O=C1NC(CCC1N1C(N(C2=C1C=CC(=C2)C2CCN(CC2)CC(=O)OC(C)(C)C)C(C)C)=O)=O tert-butyl 2-(4-(1-(2,6-dioxopiperidin-3-yl)-3-isopropyl-2-oxo-2,3-dihydro-1H-benzo[d]imidazol-5-yl)piperidin-1-yl)acetate